3-O-fucosyllactose C1([C@@H](O)[C@H](O)[C@H](O)[C@@H](O1)C)O[C@@H]1[C@H](C(O)O[C@@H]([C@H]1O[C@H]1[C@H](O)[C@@H](O)[C@@H](O)[C@H](O1)CO)CO)O